FC(C1=NC=C(C(=C1)C1=CC(=NC=C1C(=O)NC=1SC=2CNCCC2N1)N1C(C(=CC=C1)F)=O)OC)F 2''-(difluoromethyl)-3-fluoro-5''-methoxy-2-oxo-N-(4,5,6,7-tetrahydrothiazolo[5,4-c]pyridin-2-yl)-2H-[1,2':4',4''-terpyridine]-5'-carboxamide